sodium 4-amino-3,5-dichloro-6-fluoropyridine-2-carboxylate NC1=C(C(=NC(=C1Cl)F)C(=O)[O-])Cl.[Na+]